C(C)(=O)N1CCC(CC1)C1=NC(=C2N1CCN(C2)C(=O)NC)C=2C=C1C(=NN(C1=CC2)C)C=2C=NN(C2)C 3-(1-acetylpiperidin-4-yl)-N-methyl-1-(1-methyl-3-(1-methyl-1H-pyrazol-4-yl)-1H-indazol-5-yl)-5,6-dihydroimidazo[1,5-a]pyrazine-7(8H)-carboxamide